3,7-dimethylhexadecan-2-ol CC(C(C)O)CCCC(CCCCCCCCC)C